FC1=CC=C(C=C1)[C@H]1[C@@H](C1)NCC(C(=O)N1CCN(CC1)C)NC(C1=CC=C(C=C1)C1=NC=CC=N1)=O N-[3-[[(1R,2S)-2-(4-Fluorophenyl)cyclopropyl]amino]-1-(4-methylpiperazin-1-yl)-1-oxopropan-2-yl]-4-(pyrimidin-2-yl)benzamide